N-(5-((6-((R)-3-(3-chlorophenyl)isoxazolidine-2-yl)pyrimidine-4-yl)amino)-4-methoxy-2-(4-(oxetane-3-yl)piperazine-1-yl)phenyl)acrylamide ClC=1C=C(C=CC1)[C@@H]1N(OCC1)C1=CC(=NC=N1)NC=1C(=CC(=C(C1)NC(C=C)=O)N1CCN(CC1)C1COC1)OC